CC1CCC(CC1)[C@@H](C(=O)NC1=CC2=C(C=N1)C1(CCOCC1)C(N2)=O)NC(N(C2COCC2)C)=O (2S)-2-(4-Methylcyclohexyl)-2-{[methyl(oxolan-3-yl)-carbamoyl]amino}-N-(2-oxospiro[1H-pyrrolo[3,2-c]pyridine-3,4'-oxane]-6-yl)acetamide